OC(C)(C)C1=CC=C(S1)S(=O)(N)=NC(NC1=C2C(=NC3=C1CCC3)[C@@H](CC2)C)=O 5-(2-hydroxypropan-2-yl)-N'-(((R)-3-methyl-1,2,3,5,6,7-hexahydrodicyclopenta[b,e]pyridin-8-yl)carbamoyl)thiophene-2-sulfonimidamide